ClC1=C(C(=O)N2COC3=C(C2)C=CC=C3C3=CC(=C(C(=O)O)C=C3F)N3CC2CCC(C3)O2)C(=CC(=C1)C=1C=NN(C1)C)Cl 4-[3-[2,6-Dichloro-4-(1-methylpyrazol-4-yl)benzoyl]-2,4-dihydro-1,3-benzoxazin-8-yl]-5-fluoro-2-(8-oxa-3-azabicyclo[3.2.1]oct-3-yl)benzoic acid